FC(S(=O)(=O)OC1=CCC(CC1)N(C)C(=O)OC(C)(C)C)(F)F [4-[tert-butoxycarbonyl (methyl) amino] cyclohexen-1-yl] trifluoromethanesulfonate